6-(4-cyclopropyl-1H-imidazol-1-yl)-2-(6-(4-isopropyl-4H-1,2,4-triazol-3-yl)pyridin-2-yl)-3,3-dimethylisoindol-1-one C1(CC1)C=1N=CN(C1)C1=CC=C2C(N(C(C2=C1)=O)C1=NC(=CC=C1)C1=NN=CN1C(C)C)(C)C